CC1=C(C(=C2C=NN(C2=C1)C1OCCCC1)B1OC(C(O1)(C)C)(C)C)CCC(=O)OC Methyl 3-(6-methyl-1-(tetrahydro-2H-pyran-2-yl)-4-(4,4,5,5-tetramethyl-1,3,2-dioxaborolan-2-yl)-1H-indazol-5-yl)propanoate